CN=C(NNC(N)=NC)N dimethyl-biguanidine